FC1=NC(C2=CC=C(C=C2C12CC2)O)=O fluoro-6'-hydroxy-1'-oxo-1'H-spiro[cyclopropane-1,4'-isoquinoline]